CN1CC(C(CC1)N(C([O-])=O)C=1N=CC2=C(C(=C(C=C2C1)C1=C(C2=C(OCCN2)N=C1)C)F)N)(C)C 1,3,3-Trimethylpiperidin-4-yl(8-amino-7-fluoro-6-(8-methyl-2,3-dihydro-1H-pyrido[2,3-b][1,4]oxazin-7-yl)isoquinolin-3-yl)carbamate